ethyl 4-[(5-cyclopropyl-2-ethyl-pyrazol-3-yl)amino]-7-(3,5-dimethylisoxazol-4-yl)-6-methoxy-9H-pyrimido[4,5-b]indole-2-carboxylate C1(CC1)C=1C=C(N(N1)CC)NC1=NC(=NC=2NC3=CC(=C(C=C3C21)OC)C=2C(=NOC2C)C)C(=O)OCC